BrC1=C(C=C(C(=O)N[C@H](C)C2=CC=CC=C2)C=C1OC)OC (R)-4-bromo-3,5-dimethoxy-N-(1-phenylethyl)benzamide